C12(CC(C1)C2)C(=O)N2[C@H]([C@H](C(C2)(F)F)NS(=O)(=O)C)CC2=NC(=CC=C2)C2=CC(=CC(=C2)F)F |r| rac-N-[(2S,3R)-1-(bicyclo[1.1.1]pentane-1-carbonyl)-2-{[6-(3,5-difluorophenyl)-pyridin-2-yl]methyl}-4,4-difluoro-pyrrolidin-3-yl]methanesulfonamide